2-[(3R)-3-methylmorpholin-4-yl]-4-(1-propyl-1H-pyrazol-5-yl)-8-(1H-pyrazol-5-yl)-1,7-naphthyridine C[C@H]1N(CCOC1)C1=NC2=C(N=CC=C2C(=C1)C1=CC=NN1CCC)C1=CC=NN1